ClC1=CC(=C(C=C1)N1N=C(N=C1C1=C(C=C(C=C1)Cl)F)OCC(=O)O)F {[1,5-Bis(4-chloro-2-fluorophenyl)-1H-1,2,4-triazol-3-yl]oxy}acetic acid